4-(3-amino-2-methyl-3-oxopropyl)benzoic acid methyl ester COC(C1=CC=C(C=C1)CC(C(=O)N)C)=O